3-(1,4-dimethyl-3,6-dioxopiperazin-2-yl)propanoic acid CN1C(C(N(CC1=O)C)=O)CCC(=O)O